5'-hydroxy-1'H-spiro[cyclohexane-1,4'-quinazolin]-2'(3'H)-one OC1=C2C3(NC(NC2=CC=C1)=O)CCCCC3